(3R)-3-(6-(1'-(4-((3-(2,6-dioxopiperidin-3-yl)-1-methyl-1H-indazol-6-yl)oxy)-benzyl)-[4,4'-bipiperidin]-1-yl)-1-oxoisoindolin-2-yl)-3-(3-ethoxy-4-methoxyphenyl)-propanenitrile O=C1NC(CCC1C1=NN(C2=CC(=CC=C12)OC1=CC=C(CN2CCC(CC2)C2CCN(CC2)C2=CC=C3CN(C(C3=C2)=O)[C@H](CC#N)C2=CC(=C(C=C2)OC)OCC)C=C1)C)=O